1-butyl-2-Methylpyridinium methanesulfonate CS(=O)(=O)[O-].C(CCC)[N+]1=C(C=CC=C1)C